C(C)(C)(C)[C@@H]1O[C@@H](CNC1)CO [(2S,6S)-6-tert-butylmorpholin-2-yl]methanol